tert-butyl 4-[5-methoxy-1-[1-[(4-methoxyphenyl) methyl]-2,6-dioxo-3-piperidyl]-3-methyl-2-oxo-benzimidazol-4-yl]piperazine-1-carboxylate COC1=C(C2=C(N(C(N2C)=O)C2C(N(C(CC2)=O)CC2=CC=C(C=C2)OC)=O)C=C1)N1CCN(CC1)C(=O)OC(C)(C)C